3-methyl-3-hydroxyadipic acid CC(CC(=O)O)(CCC(=O)O)O